C1=COCOC=COCO1 3,5,8,10-tetraoxa-1,6-cyclodecadiene